C1(CCC1)N1CC2(C1)CC(C2)N2CCC(CC2)C=2C=C(C=1N(C2)C=C(N1)C1=CC(=C(C=C1)OC)OC)C 6-(1-(2-cyclobutyl-2-azaspiro[3.3]heptan-6-yl)piperidin-4-yl)-2-(3,4-dimethoxyphenyl)-8-methylimidazo[1,2-a]pyridine